5-((1,3-dihydro-2H-benzo[d]imidazol-2-ylidene)amino)-N-(5-((1,3-dihydro-2H-benzo[d]imidazol-2-ylidene)amino)pyridin-2-yl)picolinamide N1C(NC2=C1C=CC=C2)=NC=2C=CC(=NC2)C(=O)NC2=NC=C(C=C2)N=C2NC1=C(N2)C=CC=C1